C(C)C1=CC2=C(CCOC23C[C@@H](N(CC3)CC=3N=NN(C3)CS(=O)(=O)C)C)S1 (2'S)-2-ethyl-2'-methyl-1'-[[1-(methylsulfonylmethyl)triazol-4-yl]methyl]spiro[6,7-dihydrothieno[3,2-c]pyran-4,4'-piperidine]